Benzyl (S)-3-(3-((2-acetamido-4-amino-4-oxobutanamido)methyl)-2,4-dioxotetrahydropyrimidin-1(2H)-yl)-4-methoxybenzoate C(C)(=O)N[C@H](C(=O)NCN1C(N(CCC1=O)C=1C=C(C(=O)OCC2=CC=CC=C2)C=CC1OC)=O)CC(=O)N